C1(CC1)C[C@H](C(=O)N1CC(C(CC1)(O)CN1C=C(C(=CC1=O)C1=CC=CC=C1)C(=O)N(C)C)(C)C)C 1-((1-((R)-3-cyclopropyl-2-methylpropionyl)-4-hydroxy-3,3-dimethylpiperidin-4-yl)methyl)-N,N-dimethyl-6-oxo-4-phenyl-1,6-dihydropyridine-3-carboxamide